2-[3-(3-bromo-5-chlorophenyl)ureido]-4-chloro-N-(2-hydroxy-ethyl)benzamide BrC=1C=C(C=C(C1)Cl)NC(NC1=C(C(=O)NCCO)C=CC(=C1)Cl)=O